Methyl (S)-5-((3-((tert-butoxycarbonyl)amino)pyrrolidin-1-yl)sulfonyl)-3-methyl-1-(phenylsulfonyl)-1H-pyrrole-2-carboxylate C(C)(C)(C)OC(=O)N[C@@H]1CN(CC1)S(=O)(=O)C1=CC(=C(N1S(=O)(=O)C1=CC=CC=C1)C(=O)OC)C